((4-(2-(4-chloro-2-fluorophenyl)-4-fluoro-2H-chromen-8-yl)piperidin-1-yl)methyl)-3-((1-(cyanomethyl)cyclopropyl)methyl)-3H-imidazo[4,5-b]pyridine-5-carboxylic acid ClC1=CC(=C(C=C1)C1OC2=C(C=CC=C2C(=C1)F)C1CCN(CC1)CC1=NC=2C(=NC(=CC2)C(=O)O)N1CC1(CC1)CC#N)F